(2S,4r)-N-[(2-cyclobutylphenyl)methyl]-1-[(2S)-2-(4-cyclopropyltriazol-1-yl)-3,3-dimethyl-butyryl]-4-hydroxy-pyrrolidine-2-carboxamide C1(CCC1)C1=C(C=CC=C1)CNC(=O)[C@H]1N(C[C@@H](C1)O)C([C@H](C(C)(C)C)N1N=NC(=C1)C1CC1)=O